8-amino-3-(1-(2,2,3,3,3-pentafluoropropyl)-1H-pyrazol-4-yl)-2-(trifluoromethyl)-4H-pyrido[1,2-a]pyrimidin-4-one NC1=CC=2N(C(C(=C(N2)C(F)(F)F)C=2C=NN(C2)CC(C(F)(F)F)(F)F)=O)C=C1